1-(2-pyridylmethyl)-1,2,4-triazole-3-carboxamide N1=C(C=CC=C1)CN1N=C(N=C1)C(=O)N